1-benzyl-1H-pyrrole-3,4-dicarboxylic acid C(C1=CC=CC=C1)N1C=C(C(=C1)C(=O)O)C(=O)O